2-(2-(cyclopropylmethoxy)ethyl)-2,3-dihydropyrazolo[5,1-b]oxazole-6-carboxylic acid C1(CC1)COCCC1CN2C(O1)=CC(=N2)C(=O)O